(cis)-2-chloro-6,7-dihydrospiro[cyclopenta[e]pyrazolo[1,5-a]pyrimidine-8,2'-oxetane]-6-carboxylic acid methyl ester COC(=O)C1CC2(OCC2)C2=C1C=NC=1N2N=C(C1)Cl